(cis)-tert-butyl 4-(((S)-5-(ethoxycarbonyl)-6-(3-fluoro-2-methylphenyl)-2-(thiazol-2-yl)-3,6-dihydropyrimidin-4-yl)methyl)hexahydropyrrolo[3,4-b][1,4]oxazine-6(2H)-carboxylate C(C)OC(=O)C1=C(NC(=N[C@H]1C1=C(C(=CC=C1)F)C)C=1SC=CN1)CN1[C@H]2[C@@H](OCC1)CN(C2)C(=O)OC(C)(C)C